NC1=NC2=C(C=3N1N=C(N3)C3=NC=CC=C3)C(=C(N2CCN2CCN(CC2)C2=CC=NC=C2)C(=O)OC)Cl methyl 5-amino-9-chloro-2-(pyridin-2-yl)-7-(2-(4-(pyridin-4-yl)piperazin-1-yl)ethyl)-7H-pyrrolo[3,2-e][1,2,4]triazolo[1,5-c]pyrimidine-8-carboxylate